ClC=1C=C(C=CC1F)NC(N(C1=CC(=NC=C1)OC)CC=1C2C(NN1)OCCC2)=O (3-Chloro-4-fluorophenyl)-1-((1,3a,4,5,6,7a-hexahydropyrano[2,3-c]pyrazol-3-yl)methyl)-1-(2-methoxypyridin-4-yl)urea